bis(2-hydroxyethoxy)-3,3'-bis-1-naphthyl-1,1'-binaphthyl OCCOC1=C(C(=C(C2=CC=CC=C12)C1=CC(=CC2=CC=CC=C12)C1=CC=CC2=CC=CC=C12)OCCO)C1=CC=CC2=CC=CC=C12